FC=1C=C(C=CC1OC1=CC=NC2=CC(=CN=C12)OC)NC(=O)C=1C=NC(=C(C1O)C1=CC(=C(C=C1)F)C)C N-[3-fluoro-4-[(7-methoxy-1,5-naphthyridin-4-yl)oxy]phenyl]-5-(4-fluoro-3-methylphenyl)-4-hydroxy-6-methylpyridine-3-carboxamide